BrC1=CC(=C(C=C1)CCC(C)(C)C)Cl 4-bromo-2-chloro-1-(3,3-dimethyl-butyl)benzene